CS(=O)(=O)C1CC2CCC(C1)N2C(=O)OC(C)(C)C tert-butyl 3-methylsulfonyl-8-azabicyclo[3.2.1]octane-8-carboxylate